3-aminohydroxytrifluorotoluene NC=1C(=C(C(F)(F)F)C=CC1)O